C(#N)C=1C(=CC(=NC1)NC(=O)N1C2CC(C3=CC=C(N=C13)C=O)(C2)OC)NCCOC N-(5-cyano-4-((2-methoxyethyl)amino)pyridin-2-yl)-7-formyl-4-methoxy-3,4-dihydro-2,4-methylene-1,8-naphthyridine-1(2H)-carboxamide